(S)-2-amino-N-(2-oxo-2,3-dihydro-1H-benzo[d]imidazol-5-yl)-3-phenylpropionamide N[C@H](C(=O)NC1=CC2=C(NC(N2)=O)C=C1)CC1=CC=CC=C1